[Sn].[Ta].[Ir] iridium tantalum tin salt